N-[(4-tert-butylphenyl)methyl]-2-(cyanomethyl)-3H-imidazo[4,5-b]pyridine-6-carboxamide C(C)(C)(C)C1=CC=C(C=C1)CNC(=O)C=1C=C2C(=NC1)NC(=N2)CC#N